2-((3R,4R,6R)-4-(4-Fluoro-2-methoxyphenyl)-6-methyl-6-(trifluoromethyl)tetrahydro-2H-pyran-3-yl)-4-oxo-1,4-dihydro-1,6-naphthyridine-5-carboxamide FC1=CC(=C(C=C1)[C@H]1[C@@H](CO[C@](C1)(C(F)(F)F)C)C=1NC=2C=CN=C(C2C(C1)=O)C(=O)N)OC